C1(CC1)C1=NC=NC(=C1C=1N=C(C2=C(N1)N=CC=C2)OCC2=CC=C(C=C2)C=2N(C=C(N2)C(F)(F)F)CC(=O)NC)OC 2-(2-(4-(((2-(4-cyclopropyl-6-methoxypyrimidin-5-yl)pyrido[2,3-d]pyrimidin-4-yl)oxy)methyl)phenyl)-4-(trifluoromethyl)-1H-imidazol-1-yl)-N-methylacetamide